CN1C(=NC(=C1)C(F)(F)F)C1=CC=C(C=C1)C=C 1-Methyl-4-(trifluoromethyl)-2-(4-vinylphenyl)-1H-imidazole